tert-butyl (E)-3-(1-methyl-5-(trifluoromethyl)-1H-pyrazol-4-yl)acrylate CN1N=CC(=C1C(F)(F)F)/C=C/C(=O)OC(C)(C)C